(S)-tert-butyl 2-(((tert-butyldimethylsilyl)oxy)methyl)-4-(trifluoromethyl)-2,3-dihydro-1H-pyrrole-1-carboxylate [Si](C)(C)(C(C)(C)C)OC[C@H]1N(C=C(C1)C(F)(F)F)C(=O)OC(C)(C)C